1,4-dihydroxy-7-phenoxyisoquinoline OC1=NC=C(C2=CC=C(C=C12)OC1=CC=CC=C1)O